hexadecyl-(2-hydroxyethyl)dimethyl-ammonium phosphate P(=O)([O-])([O-])[O-].C(CCCCCCCCCCCCCCC)[N+](C)(C)CCO.C(CCCCCCCCCCCCCCC)[N+](CCO)(C)C.C(CCCCCCCCCCCCCCC)[N+](CCO)(C)C